tert-butyl-(2S)-2-(5-amino-1H-pyrazol-3-yl)piperidine C(C)(C)(C)N1[C@@H](CCCC1)C1=NNC(=C1)N